C=12C(=CC=3C=COC4=CC5=C(C1C34)C=CC(=C5)N5[C@H](CCC5)C(=O)O)CO2.COC(CCC2=CC=C(CO[Si](C(C)C)(C(C)C)C(C)C)C=C2)OC ((4-(3,3-dimethoxypropyl)benzyl)oxy)triisopropyl-silane (epoxymethano)dibenzo[de,g]chromen-9-yl-D-prolinate